tert-butyl (2S,4S)-2-(((3R,5R)-5-((4-(cyclopropylbuta-1,3-diyn-1-yl)benzyl)carbamoyl)-1-((2-(trimethylsilyl)ethoxy)carbonyl)pyrrolidin-3-yl)carbamoyl)-4-fluoropyrrolidine-1-carboxylate C1(CC1)C#CC#CC1=CC=C(CNC(=O)[C@H]2C[C@H](CN2C(=O)OCC[Si](C)(C)C)NC(=O)[C@H]2N(C[C@H](C2)F)C(=O)OC(C)(C)C)C=C1